5-(1-(2,2-difluoroethyl)-4-fluoro-1H-benzo[d]imidazol-6-yl)-6-fluoro-N-((3S,4R)-3-fluoro-1-(oxetan-3-yl)piperidin-4-yl)-4-(methoxy-d3)pyrrolo[2,1-f][1,2,4]triazin-2-amine FC(CN1C=NC2=C1C=C(C=C2F)C=2C(=CN1N=C(N=C(C12)OC([2H])([2H])[2H])N[C@H]1[C@H](CN(CC1)C1COC1)F)F)F